4-((2-(1H-tetrazol-5-yl)pyrimidin-5-yl)methyl)-9-chloro-7-(5-fluoro-1H-indol-1-yl)-2,3,4,5-tetrahydrobenzo[f][1,4]oxazepine N1N=NN=C1C1=NC=C(C=N1)CN1CCOC2=C(C1)C=C(C=C2Cl)N2C=CC1=CC(=CC=C21)F